(1S,2R,3S)-N-(8-amino-7-fluoro-6-(8-methyl-2,3-dihydro-1H-pyrido[2,3-b][1,4]oxazin-7-yl)isoquinolin-3-yl)-2-methyl-3-(1-methyl-1H-pyrazol-4-yl)cyclopropane-1-carboxamide NC=1C(=C(C=C2C=C(N=CC12)NC(=O)[C@H]1[C@@H]([C@@H]1C=1C=NN(C1)C)C)C1=C(C2=C(OCCN2)N=C1)C)F